(3R)-N-(3-{5-bromo-2H-pyrazolo[3,4-b]pyridin-2-yl}-4-fluorophenyl)-3-fluoropyrrolidine-1-carboxamide BrC1=CC=2C(N=C1)=NN(C2)C=2C=C(C=CC2F)NC(=O)N2C[C@@H](CC2)F